triallyl-phosphoric triamide C(C=C)NP(NCC=C)(NCC=C)=O